7-methyl-6-(1-((2-methyl-2H-indazol-4-yl)sulfonyl)piperidin-4-yl)-[1,2,4]triazolo[1,5-a]pyridine CC1=CC=2N(C=C1C1CCN(CC1)S(=O)(=O)C=1C3=CN(N=C3C=CC1)C)N=CN2